C(#N)C1=C(N=C(S1)N(C1=C(N=C2SC=CN21)CC)CC)C2=CC=C(C=C2)F 5-((5-cyano-4-(4-fluorophenyl)thiazol-2-yl)(ethyl)amino)-6-ethylimidazo[2,1-b]thiazole